1-(3,3-dimethylbutyl)-3-(2-fluoro-4-methyl-5-(7-methyl-2-(methylamino)pyrido[2,3-d]pyrimidin-6-yl)phenyl)urea CC(CCNC(=O)NC1=C(C=C(C(=C1)C1=CC2=C(N=C(N=C2)NC)N=C1C)C)F)(C)C